C(C)C1=CC(=C(OCC(=O)O)C=C1)S(NC1=NOC2=C1C(=CC(=C2)CN2N=CC(=C2)CNC(=O)OC)OC)(=O)=O 2-(4-ethyl-2-(N-(4-methoxy-6-((4-(((methoxycarbonyl)amino)methyl)-1H-pyrazol-1-yl)methyl)benzo[d]isoxazol-3-yl)sulfamoyl)phenoxy)acetic acid